1,1,1-trifluoro-N-((3R,4S)-3-((((1s,4S)-4-(7-fluoro-1-methyl-1H-indazol-5-yl)cyclohexyl)oxy)methyl)-1-(pyridazin-3-yl)piperidin-4-yl)methanesulfonamide FC(S(=O)(=O)N[C@@H]1[C@@H](CN(CC1)C=1N=NC=CC1)COC1CCC(CC1)C=1C=C2C=NN(C2=C(C1)F)C)(F)F